Ethyl (Z)-2-hydroxy-4-oxopent-2-enoate O\C(\C(=O)OCC)=C/C(C)=O